CC1=C2C=CN=C(C2=CC=C1)C(C)(C)NC(C[C@@H]1N(CCC1)C)=O (R)-N-(2-(5-methylisoquinolin-1-yl)propan-2-yl)-2-(1-methyl-pyrrolidin-2-yl)acetamide